C(CCC)[Sn](C=1OC=CC1)(CCCC)CCCC tributyl-(furan-2-yl)stannane